N-((1H-indazol-5-yl)methyl)-1-(3-fluoropyridin-2-yl)ethan-1-amine N1N=CC2=CC(=CC=C12)CNC(C)C1=NC=CC=C1F